O=C1NC(CCC1N1C(C2=CC=C(C=C2C1=O)N1CCN(CC1)CCCCCOC1=CC=C(C=C1)\C(=C(\CC)/C1=CC=CC=C1)\C1=CC=C(C=C1)O)=O)=O (Z)-2-(2,6-dioxopiperidin-3-yl)-5-(4-(5-(4-(1-(4-hydroxyphenyl)-2-phenylbut-1-en-1-yl)phenoxy)pentyl)piperazin-1-yl)isoindoline-1,3-dione